FC=1C=C(CNC2=C3N=CN(C3=NC=N2)[C@H]2[C@@H](O)[C@H](O)[C@H](O2)CO)C=CC1 6-(3-Fluorobenzylamino)-9-β-D-arabinofuranosylpurin